(1R,3R)-1-(2,6-difluoro-4-((1-(((1S,2S)-2-fluorocyclopropyl)methyl)azetidin-3-yl)oxy)phenyl)-2-(2-fluoro-2-methylpropyl)-3-methyl-2,3,4,9-tetrahydro-1H-pyrido[3,4-b]indole FC1=C(C(=CC(=C1)OC1CN(C1)C[C@H]1[C@H](C1)F)F)[C@H]1N([C@@H](CC2=C1NC1=CC=CC=C21)C)CC(C)(C)F